O1S(N(CC1)C(=O)OC(C)(C)C)(=O)=O Tert-butyl 1,2,3-oxathiazolidine-3-carboxylate 2,2-dioxide